N-((5-(hydroxymethyl)-8-(4-(trifluoromethoxy)phenyl)imidazo[1,2-a]pyridin-6-yl)methyl)acrylamide 2-hydroxyethylaminoxide OCCN[O-].OCC1=C(C=C(C=2N1C=CN2)C2=CC=C(C=C2)OC(F)(F)F)CNC(C=C)=O